ClC1=C(C(=C2N1CCN(C2)C(=O)NC2CC(OC(C2)C)C)C(=O)N)C2=CC(=CC=C2)F cis-6-chloro-N2-(2,6-dimethyl-tetrahydro-2H-pyran-4-yl)-7-(3-fluorophenyl)-3,4-dihydropyrrolo[1,2-a]pyrazine-2,8(1H)-dicarboxamide